FC1=C(C=CC(=C1)F)C1=CC(=CC(=C1)OC)[C@H](CC(=O)OCC)NC(=O)NC=1C(N(C=CC1O)C)=O ethyl (S)-3-(2',4'-difluoro-5-methoxybiphenyl-3-yl)-3-(3-(4-hydroxy-1-methyl-2-oxo-1,2-dihydro pyridin-3-yl)ureido)propanoate